CC1=C(OC2=C1C=CC=C2)C(=O)N2C(SCC2)=S 3-[(3-methyl-2-benzofuranyl)carbonyl]-2-thiazolidinethione